3-tert-butylsalicylidene-2-propylthioaniline titanium trichloride [Cl-].[Cl-].[Cl-].[Ti+3].C(C)(C)(C)C1=C(C(C=NC2=C(C=CC=C2)SCCC)=CC=C1)O